ethyl p-(mercaptomethyl)benzoate SCC1=CC=C(C(=O)OCC)C=C1